CN(S(=O)(=O)C1=C(C=CC=C1)[N+](=O)[O-])[C@@H]1COC2(C3=CC(=CC=C13)C(F)(F)F)CC2 (S)-N-methyl-2-nitro-N-(7'-(trifluoromethyl)spiro[cyclopropane-1,1'-isochroman]-4'-yl)benzenesulfonamide